(2S)-2-[(tert-Butoxycarbonyl)amino]-3-[4-(benzoylamino)phenyl]propanamide C(C)(C)(C)OC(=O)N[C@H](C(=O)N)CC1=CC=C(C=C1)NC(C1=CC=CC=C1)=O